FC1=C(C(=CC(=C1)C(F)(F)F)F)C=1CCCC2=C(C1C1=CC=C(C=C1)C=C1CN(C1)CCCF)C=CC=C2 8-(2,6-Difluoro-4-(trifluoromethyl)phenyl)-9-(4-((1-(3-fluoropropyl)azetidin-3-yliden)methyl)phenyl)-6,7-dihydro-5H-benzo[7]annulen